(S)-2-ammonio-5-guanidinopentanoate [NH3+][C@H](C(=O)[O-])CCCNC(=N)N